P(=O)([O-])([O-])[O-].P([O-])([O-])=O.[P+5] phosphorus (phosphonate) phosphate